(2-Morpholino-2-oxoethyl)zinc O1CCN(CC1)C(C[Zn])=O